NCCCCCC(=O)NC1=CC(=CC=C1)C1=CC2=C(C=C1OC)OCC1=C2N(N=C1C(=O)N1C(COCC1)(C)C)C1=CC(=CC(=C1)Cl)Cl 6-Amino-N-(3-(1-(3,5-dichlorophenyl)-3-(3,3-dimethylmorpholine-4-carbonyl)-7-methoxy-1,4-dihydrochromeno[4,3-c]pyrazol-8-yl)phenyl)hexanamide